fluorenetricarboxylic ACID C1(=C(C(=CC=2C3=CC=CC=C3CC12)C(=O)O)C(=O)O)C(=O)O